FCC(=O)[O-] Fluoroacetat